BrC=1C=CC(=C(C1)C=1SC2=C(N1)C=CC=C2)OCC2=CC=CC=C2 2-(5-bromo-2-benzyloxyphenyl)benzothiazole